4-((4-(3-aminopyrrolidine-1-carbonyl)phenyl)amino)-1-(2,6-dichlorophenyl)-1H-pyrazole-3-carboxamide NC1CN(CC1)C(=O)C1=CC=C(C=C1)NC=1C(=NN(C1)C1=C(C=CC=C1Cl)Cl)C(=O)N